4-(2,3-dihydrobenzo[1,4]dioxin-6-yl)-2-{3-[4-(pyrrolidin-1-yl)butyl]ureido}thiophene-3-carboxamide O1CCOC2=C1C=CC(=C2)C=2C(=C(SC2)NC(=O)NCCCCN2CCCC2)C(=O)N